C(C)OCCC=1C=NC(=NC1)OC 5-(2-ethoxyethyl)-2-methoxypyrimidine